C1(CC1)C1=NC2=C(N1CC#N)C=CC=C2 (2-cyclopropyl-benzimidazole-1-yl)acetonitrile